(3S,7aS)-3-((cyclopentylmethoxy)methyl)tetrahydro-1H-pyrrolizin C1(CCCC1)COC[C@@H]1CCC2=CCCN12